ClC=1C=C(C=C(C1)NS(=O)(=O)C)NC(=O)C1=CN(C(=C1)C1=NC=C(C=C1F)N1CCC(CC1)C(F)(F)F)C N-(3-chloro-5-(methylsulfonamido)phenyl)-5-(3-fluoro-5-(4-(trifluoromethyl)piperidin-1-yl)pyridin-2-yl)-1-methyl-1H-pyrrole-3-carboxamide